FC1=C(C=CC(=C1)I)NC1=CC=2C(=NC=CC2)S1 2-[(2-fluoro-4-iodophenyl)amino]thieno[2,3-b]pyridin